NC1=C(C=C(C(=C1)OC)Br)NC(=O)C1CCC(CC1)COCC1=CC=CC=C1 N-(2-amino-5-bromo-4-methoxy-phenyl)-4-(benzyloxymethyl)cyclohexanecarboxamide